(Z)-N-(4-(4-chlorophenyl)-1,3,8-triphenyl-7-oxa-1,2-diazaspiro[4.4]nona-2,8-dien-6-ylidene)-4-methylbenzenesulfonamide ClC1=CC=C(C=C1)C1C(=NN(C12/C(/OC(=C2)C2=CC=CC=C2)=N/S(=O)(=O)C2=CC=C(C=C2)C)C2=CC=CC=C2)C2=CC=CC=C2